Methyl 4-[3-[2,6-dichloro-4-(3,5-dimethylpiperazin-1-yl)benzoyl]-2,4-dihydro-1,3-benzoxazin-8-yl]-5-fluoro-2-(3-oxa-8-azabicyclo[3.2.1]octan-8-yl)benzoate ClC1=C(C(=O)N2COC3=C(C2)C=CC=C3C3=CC(=C(C(=O)OC)C=C3F)N3C2COCC3CC2)C(=CC(=C1)N1CC(NC(C1)C)C)Cl